tert-butyl N-[(2S)-1-(3-bromo-5-fluorophenoxy)-4-carbamoylbutan-2-yl]carbamate BrC=1C=C(OC[C@H](CCC(N)=O)NC(OC(C)(C)C)=O)C=C(C1)F